N[C@H](C(=O)NC1=CC=C(C=C1)C1=C(C=NC=C1)F)C(C1=CC=CC=C1)C1=CC=CC=C1 (S)-2-amino-N-(4-(3-fluoropyridin-4-yl)phenyl)-3,3-diphenylpropanamide